C(C1=CC=CC=C1)OC(=O)NC(C(=O)[O-])(CCC(NCCOCCOCC(NCCOCCOCC(NCCCCCC(=O)[O-])=O)=O)=O)NC(CCCCCCCCCCCCCCCCCCP(=O)(OC(C)(C)C)OC(C)(C)C)=O (((benzyloxy)carbonyl)amino)-2-(19-(di-tert-butoxyphosphoryl)nonadecanamido)-5,14,23-trioxo-9,12,18,21-tetraoxa-6,15,24-triazatriacontanedioate